((1R,3a'R,5'S,6a'R)-2,2-difluoro-2',2'-dimethyldihydro-5'H-spiro[cyclopropane-1,6'-furo[2,3-d][1,3]dioxol]-5'-yl)benzoic acid methyl ester COC(C1=C(C=CC=C1)[C@H]1[C@]2([C@@H]3[C@@H](OC(O3)(C)C)O1)C(C2)(F)F)=O